OC1(COC1)C1=CC=C(C=N1)C1=CC=2N(C=C1)C(=NN2)C(=O)NC=2C(=NC=C(C2)NC(CN2[C@@H](CCC2)C)=O)C (R)-7-(6-(3-hydroxyoxetan-3-yl)pyridin-3-yl)-N-(2-methyl-5-(2-(2-methylpyrrolidin-1-yl)acetamido)pyridin-3-yl)-[1,2,4]triazolo[4,3-a]pyridine-3-carboxamide